C1(CC1)C=1OC=C(N1)C=1C=C(C=CC1)N(C(=O)[C@@H]1CC[C@H](CC1)CC(=O)O)C[C@@H]1CC[C@H](CC1)C1=CC(=C(C=C1)OC)C 2-(trans-4-((3-(2-Cyclopropyloxazol-4-yl)phenyl)((trans-4-(4-methoxy-3-methylphenyl)cyclohexyl)methyl)carbamoyl)-cyclohexyl)acetic acid